C(C)(C)(C)OC(=O)NCCCNC=1C=C2C=C(C(=NC2=CC1)N1CCN(CC1)C(=O)OC(C)(C)C)Cl tert-butyl 4-[6-[3-(tert-butoxycarbonylamino)propylamino]-3-chloro-2-quinolyl]piperazine-1-carboxylate